NCC=1N=NC(=CC1N1CCNCC1)N1CC2CCC(C1)O2 4-(3-(aminomethyl)-6-(8-oxa-3-azabicyclo[3.2.1]oct-3-yl)pyridazin-4-yl)piperazine